CC(C)(C)[S@@](=O)N[C@H](C)C=1C=C2COC(C2=CC1)=O (R)-2-methyl-N-((R)-1-(1-oxo-1,3-dihydroisobenzofuran-5-yl)ethyl)propane-2-sulfinamide